2-(1-(4-(quinolin-3-yl)pyrimidin-2-yl)piperidin-4-yl)ethanamine N1=CC(=CC2=CC=CC=C12)C1=NC(=NC=C1)N1CCC(CC1)CCN